3-fluoropyridin-2(1H)one FC=1C(NC=CC1)=O